C([C@H](O)C)(=O)O |r| (+-)-DL-lactic acid